(2S,4R)-N-[(S)-[4-(3,3-difluorocyclobutyl)-3-fluorophenyl](phenyl)methyl]-4-fluoro-1-[2-(1H-1,2,3-triazol-5-yl)acetyl]pyrrolidine-2-carboxamide FC1(CC(C1)C1=C(C=C(C=C1)[C@@H](NC(=O)[C@H]1N(C[C@@H](C1)F)C(CC1=CN=NN1)=O)C1=CC=CC=C1)F)F